O=S1(CCN(CC1)CCNC=1N=CC(=NC1)C(=O)NC=1C=C(C=C2C=CC=NC12)F)=O 5-((2-(1,1-dioxidothiomorpholino)ethyl)amino)-N-(6-fluoroquinolin-8-yl)pyrazine-2-carboxamide